4-((3'-methoxy-1'H-spiro[cyclohexane-1,4'-pyrimido[5',4':4,5]pyrrolo[2,1-c][1,2,4]triazin]-7'-yl)amino)benzenesulfonamide COC=1C2(N3C(NN1)=CC1=C3N=C(N=C1)NC1=CC=C(C=C1)S(=O)(=O)N)CCCCC2